2-(2,3-dibromo-5-methoxy-4-((4-methylphenyl)methoxy)phenyl)-1H-benzo[d]imidazole-4-carboxamide BrC1=C(C=C(C(=C1Br)OCC1=CC=C(C=C1)C)OC)C1=NC2=C(N1)C=CC=C2C(=O)N